C(C)(C)(C)OC([C@@H](NC(CCC1=CC=CC=C1)=O)CC1=CC=CC=C1)=O phenylpropionyl-L-phenylalanine tert-butyl ester